(R)-1-(1-acryloylpyrrolidin-3-yl)-3-(4-((2,5-difluorobenzyl)oxy)phenyl)-1H-imidazo[4,5-c]pyridin-2(3H)-one C(C=C)(=O)N1C[C@@H](CC1)N1C(N(C=2C=NC=CC21)C2=CC=C(C=C2)OCC2=C(C=CC(=C2)F)F)=O